ClC=1C=C(C=CC1)N1CCN(CC1)C(CCC(=O)C1=CC=C(C=C1)S(=O)(=O)C)=O 1-[4-(3-chlorophenyl)piperazin-1-yl]-4-(4-methylsulfonyl-phenyl)butane-1,4-dione